dicaesium (1+) carbonate C([O-])([O-])=O.[Cs+].[Cs+]